[Na].[As].ClC1=CC=C(C=C1)C1=CC=C(O1)C(=O)N(CCN(S(=O)(=O)C=C)C)C 5-(4-chlorophenyl)-N-methyl-N-[2-(N-methylethenesulfonamido)ethyl]furan-2-carboxamide arsenic-sodium